2,6-bis(1H-benzo[d]imidazol-2-yl)pyridine N1C(=NC2=C1C=CC=C2)C2=NC(=CC=C2)C2=NC1=C(N2)C=CC=C1